C12(CC3CC(CC(C1)C3)C2)C(C)NCCCC#CC2=C3C(N(C(=NC3=CC=C2)C)C2C(NC(CC2)=O)=O)=O 3-(5-(5-((1-((1s,3s)-adamantan-1-yl)ethyl)amino)pent-1-yn-1-yl)-2-methyl-4-oxoquinazolin-3(4H)-yl)piperidine-2,6-dione